NC=1C(=NC(=C(N1)C1=CC=C(C=C1)F)C1=CC(=NC(=C1)C)C)C(=O)O amino-6-(2,6-dimethylpyridin-4-yl)-5-(4-fluorophenyl)pyrazine-2-carboxylic acid